O[C@@]1(C(N(CC1)C([2H])([2H])[2H])=O)C#CC1=CC(=CC=C1)B1OC(C(O1)(C)C)(C)C (R)-3-hydroxy-1-(methyl-d3)-3-((3-(4,4,5,5-tetramethyl-1,3,2-dioxaborolan-2-yl)phenyl)ethynyl)-pyrrolidin-2-one